cyclopropyl 5-(1-((4-fluorophenyl)carbamoyl)cyclobutyl)-2,3-dihydro-1H-pyrrolo[3,2-b]pyridine-1-carboxylate FC1=CC=C(C=C1)NC(=O)C1(CCC1)C1=CC=C2C(=N1)CCN2C(=O)OC2CC2